(R)-3-aminomethyl-hexanoic acid NC[C@@H](CC(=O)O)CCC